3,4-Dimethylhexylacetat CC(CCOC(C)=O)C(CC)C